CC(=O)N[C@@H]1[C@H]([C@@H]([C@H](O[C@H]1O[C@@H]2[C@H](OC([C@@H]([C@H]2O)NC(=O)C)O)CO)CO)O[C@H]3[C@H]([C@H]([C@@H]([C@H](O3)CO)O)O[C@@H]4[C@H]([C@H]([C@@H]([C@H](O4)CO)O)O)O[C@H]5[C@@H]([C@H]([C@@H]([C@H](O5)CO)O[C@H]6[C@@H]([C@H]([C@H]([C@H](O6)CO)O)O)O)O)NC(=O)C)O)O The molecule is a linear amino hexasaccharide comprised of beta-D-galactose, N-acetyl-beta-D-glucosamine, alpha-D-mannose, beta-D-mannose, N-acetyl-beta-D-glucosamine and N-acetyl-D-glucosamine residues linked sequentially (1->4), (1->2), (1->3), (1->4) and (1->4). It has a role as an epitope. It is an amino hexasaccharide and a glucosamine oligosaccharide.